6-chloro-N-methoxy-4-((2-(N-methylmethylsulfonamido)phenyl)amino)nicotinamide ClC1=NC=C(C(=O)NOC)C(=C1)NC1=C(C=CC=C1)N(S(=O)(=O)C)C